bis[3-(3-tert-butyl-5-methyl-4-hydroxyphenyl)propionyl]hydrazine C(C)(C)(C)C=1C=C(C=C(C1O)C)CCC(=O)NNC(CCC1=CC(=C(C(=C1)C)O)C(C)(C)C)=O